4-amino-2-methylphenoxide NC1=CC(=C([O-])C=C1)C